CC=1C=C(C=NC1)O 5-methylpyridin-3-ol